N-(7-chloro-6-(4-((3S,4S)-4-hydroxy-3-methyltetrahydrofuran-3-yl)piperazin-1-yl)isoquinolin-3-yl)-3-methoxypropanamide ClC1=C(C=C2C=C(N=CC2=C1)NC(CCOC)=O)N1CCN(CC1)[C@]1(COC[C@H]1O)C